(R)-3-((S)-1-(tert-butoxy)-1-oxo-3-(3-((phenoxycarbonyl)amino)phenyl)propan-2-yl)pyrrolidine-1-carboxylic acid tert-butyl ester C(C)(C)(C)OC(=O)N1C[C@H](CC1)[C@@H](C(=O)OC(C)(C)C)CC1=CC(=CC=C1)NC(=O)OC1=CC=CC=C1